CC(C)(C)P([O-])([O-])=O.[Cu+2] copper 1,1-dimethylethylphosphonate